F[C@H]1CN(CC[C@H]1O)C1=NC=CC(=N1)NC=1N=CC2=C(N=CC(=C2C1)[C@H]1COCC1)N1[C@@H](CC1)C (3S,4R)-3-fluoro-1-(4-((8-((R)-2-methylazetidin-1-yl)-5-((S)-tetrahydrofuran-3-yl)-2,7-naphthyridin-3-yl)amino)pyrimidin-2-yl)piperidin-4-ol